selenotaurine NCC[Se](=O)(=O)O